[N+](=O)([O-])C1=C(C=CC=C1)[2H] 1-nitrobenzene-2-d